FC=1C(=C(C=CC1F)[C@H]1[C@@H](O[C@]([C@H]1C)(C(F)(F)F)C)C(=O)NC1=CC(=NC=C1F)C(=O)N)OC 4-((2R,3S,4S,5R)-3-(3,4-difluoro-2-methoxyphenyl)-4,5-dimethyl-5-(trifluoromethyl)tetrahydrofuran-2-carboxamido)-5-fluoropicolinamide